ClC1=C(C(=C(C=C1OC)OC)Cl)C=1C(N(C2=CC(=NC=C2C1)C=1C(=NN(C1)CCC#N)C)CC)=O 3-(4-(3-(2,6-dichloro-3,5-dimethoxyphenyl)-1-ethyl-2-oxo-1,2-dihydro-1,6-naphthyridin-7-yl)-3-methyl-1H-pyrazol-1-yl)propanenitrile